tert-butyl 5-(6-((4-cyano-2-fluorobenzyl)oxy)pyridin-2-yl)-2-azabicyclo[2.2.1]heptane-2-carboxylate C(#N)C1=CC(=C(COC2=CC=CC(=N2)C2C3CN(C(C2)C3)C(=O)OC(C)(C)C)C=C1)F